C(O)(O)=O.CSCC=C methyl thiomethyl ethylene carbonate